((1-(2-(2-fluoropyridin-4-yl)-4,7-dimethyl-5-oxo-4,5-dihydro-2H-pyrazolo[3,4-c]isoquinolin-9-yl)ethyl)amino)benzoic acid FC1=NC=CC(=C1)N1N=C2N(C(C=3C=C(C=C(C3C2=C1)C(C)NC1=C(C(=O)O)C=CC=C1)C)=O)C